NC1=C(C=C(C=C1)OC)C1=NC(=NC=C1)NC1=CC=C(C=C1)C(F)(F)F 4-(2-Amino-5-methoxyphenyl)-N-(4-(trifluoromethyl)phenyl)pyrimidin-2-amine